OC=1C=C(C=CC1)NC1C2=C(C=3N(CC1)N=NC3C)C=CC(=C2)C=2CCN(CC2)C(=O)OC(C)(C)C tert-butyl 4-(7-((3-hydroxyphenyl)amino)-1-methyl-6,7-dihydro-5H-benzo[c][1,2,3]triazolo[1,5-a]azepin-9-yl)-3,6-dihydropyridine-1(2H)-carboxylate